ClC=1C=C(C=C(C1)B1OC(C(O1)(C)C)(C)C)B1OC(C(O1)(C)C)(C)C 2,2'-(5-chloro-1,3-phenylene)bis(4,4,5,5-tetramethyl-1,3,2-dioxaborolane)